(3-(4,4,5,5-tetramethyl-1,3,2-dioxaborolan-2-yl)phenyl)oxazolidin-2-one CC1(OB(OC1(C)C)C=1C=C(C=CC1)N1C(OCC1)=O)C